C1(CC1)NC(C1=CC(=CC=C1)C1=CC(=NC2=C(N=CC=C12)C1=CC=NN1)N1CCOCC1)=O N-cyclopropyl-3-[2-(morpholin-4-yl)-8-(1H-pyrazol-5-yl)-1,7-naphthyridin-4-yl]benzamide